6-chloro-N-methyl-2,7-naphthyridin-1-amine ClC=1C=C2C=CN=C(C2=CN1)NC